CC(C)([Si](OCCCOCCOCCCNC(OCCCC)=O)(C)C)C Butyl (2,2,3,3-tetramethyl-4,8,11-trioxa-3-silatetradecan-14-yl)carbamate